6-amino-1-(4-(difluoromethoxy)phenyl)-5-nitropyrimidine-2,4(1H,3H)-dione NC1=C(C(NC(N1C1=CC=C(C=C1)OC(F)F)=O)=O)[N+](=O)[O-]